3-((4-ethylphenyl)sulfonyl)-4-(piperidin-1-yl)-6-(trifluoromethoxy)quinoline C(C)C1=CC=C(C=C1)S(=O)(=O)C=1C=NC2=CC=C(C=C2C1N1CCCCC1)OC(F)(F)F